4-bromo-2,2,6-trimethyl-1,2,3,5-tetrahydro-s-indacene BrC1=C2CC(CC2=CC=2C=C(CC12)C)(C)C